3-(5-(4-hydroxy-1-((3-oxo-2-phenylisoindolin-5-yl)methyl)piperidin-4-yl)-1-oxoisoindolin-2-yl)piperidine-2,6-dione OC1(CCN(CC1)CC=1C=C2C(N(CC2=CC1)C1=CC=CC=C1)=O)C=1C=C2CN(C(C2=CC1)=O)C1C(NC(CC1)=O)=O